N-(p-methylphenyl)benzamide CC1=CC=C(C=C1)NC(C1=CC=CC=C1)=O